(2S,4R)-4-fluoro-N-[(R)-[3-fluoro-4-(propan-2-yl)phenyl](phenyl)methyl]-1-[2-(1H-1,2,3,4-tetrazol-5-yl)acetyl]pyrrolidine-2-carboxamide F[C@@H]1C[C@H](N(C1)C(CC1=NN=NN1)=O)C(=O)N[C@H](C1=CC=CC=C1)C1=CC(=C(C=C1)C(C)C)F